N1C=NN=C1 1,3,4-triazole